tert-butyl 4-(5-(2-((tert-butoxycarbonyl)amino)pyrimidin-4-yl)-4-(2-fluoro-3-(propylsulfonamido)phenyl)thiazol-2-yl)piperidine-1-carboxylate C(C)(C)(C)OC(=O)NC1=NC=CC(=N1)C1=C(N=C(S1)C1CCN(CC1)C(=O)OC(C)(C)C)C1=C(C(=CC=C1)NS(=O)(=O)CCC)F